C(#N)C1N(CSC1)C(CNC(=O)C1=CC=NC2=CC=C(C=C12)C(F)(F)F)=O N-(2-(4-Cyanothiazolidin-3-yl)-2-oxoethyl)-6-(trifluoromethyl)-quinoline-4-carboxamide